5-((4-(cyclohexyloxy)pyrimidin-2-yl)amino)benzo[c][1,2]oxaborol-1(3H)-ol C1(CCCCC1)OC1=NC(=NC=C1)NC1=CC2=C(B(OC2)O)C=C1